1,1-difluoro-2-hydroxypropan FC(C(C)O)F